(8S)-3'-[2,6-Difluoro-4-(2-phenylethynyl)phenyl]-1'-ethyl-spiro[6,7-dihydro-5H-isoquinoline-8,6'-hexahydropyrimidine]-2',4'-dione FC1=C(C(=CC(=C1)C#CC1=CC=CC=C1)F)N1C(N([C@]2(CC1=O)CCCC=1C=CN=CC12)CC)=O